CN1CC(C1)(S(=O)(=O)C1=CC=C(C=C1)C1=C(C=C(C=C1)N1C(O[C@H](C1)CO)=O)F)C (5R)-3-[4'-(1,3-dimethylazetidine-3-sulfonyl)-2-fluoro[1,1'-biphenyl]-4-yl]-5-(hydroxymethyl)-1,3-oxazolidin-2-one